CC1(OC[C@@H](O1)C(=O)N1CCC(CC1)[C@@H](N[S@@](=O)C(C)(C)C)C1=C(C=CC2=CC=CC=C12)OC)C (S)-N-[(R)-[1-[(4R)-2,2-dimethyl-1,3-dioxolane-4-carbonyl]piperidin-4-yl](2-methoxynaphthalen-1-yl)methyl]-2-methylpropane-2-sulfinamide